N-(4-(3-((1-acryloylazetidin-3-yl)oxy)pyridin-4-yl)-2-methylbenzyl)-1-(tert-butyl)-1H-1,2,3-triazole-4-carboxamide C(C=C)(=O)N1CC(C1)OC=1C=NC=CC1C1=CC(=C(CNC(=O)C=2N=NN(C2)C(C)(C)C)C=C1)C